methoxy(methyl)carbamic chloride CON(C(=O)Cl)C